O[C@@H]1[C@H]2[C@@H]([C@H]([C@@H](C1)O2)C(=O)NC2=CC(=CC(=C2)C(F)(F)F)C)C2=CC(=CC=C2)C(F)(F)F |r| rac-(1r,2r,3s,4r,5s)-5-hydroxy-N-(3-methyl-5-(trifluoromethyl)phenyl)-3-(3-(trifluoromethyl)phenyl)-7-oxabicyclo[2.2.1]heptane-2-carboxamide